alpha-ketoglutarate calcium salt monohydrate O.[Ca+2].O=C(C(=O)[O-])CCC(=O)[O-]